(6S,13S)-15-(2,6-difluorophenyl)-6,13-dimethyl-4,7-dioxa-9-thia-11,14-diazatricyclo[8.5.0.02,8]pentadeca-1(10),2(8),14-trien-12-one FC1=C(C(=CC=C1)F)C1=N[C@H](C(NC=2SC=3O[C@H](COCC3C12)C)=O)C